3-(1H-pyrazol-1-yl)azetidinone N1(N=CC=C1)C1C(NC1)=O